C(C)(C)(C)OC(=O)N1[C@H](CC[C@H]1O)C(=O)O (2R,5R)-1-tert-butoxycarbonyl-5-hydroxy-pyrrolidine-2-carboxylic acid